2,6-bis(benzyloxy)-3-(4-chloro-3-fluorophenyl)pyridine C(C1=CC=CC=C1)OC1=NC(=CC=C1C1=CC(=C(C=C1)Cl)F)OCC1=CC=CC=C1